BrC=1C(=C2CCC(C2=CC1)=O)F 5-bromo-4-fluoro-2,3-dihydroinden-1-one